C(C)(C)(C)C1=CC=C(C=C1)C1=CC=C(C=C1)B(O)O (4'-(t-butyl)-1,1'-biphenyl-4-yl)boronic acid